N-(2-(4,5-dihydro-isoxazole-3-yl)-3-methylphenyl)acetamide O1N=C(CC1)C1=C(C=CC=C1C)NC(C)=O